(4r,6r)-2,4,5,6-tetra(9H-carbazol-9-yl)isophthalonitrile C1=CC=CC=2C3=CC=CC=C3N(C12)C1=C(C#N)C(=C(C(=C1C#N)N1C2=CC=CC=C2C=2C=CC=CC12)N1C2=CC=CC=C2C=2C=CC=CC12)N1C2=CC=CC=C2C=2C=CC=CC12